C(C)(C)(C)OC(=O)N1[C@@H](C[C@@H](C1)NC(=O)OCC1C2=CC=CC=C2C=2C=CC=CC12)C(=O)O (2S,4S)-1-tert-butoxycarbonyl-4-(9H-fluoren-9-ylmethoxycarbonylamino)pyrrolidine-2-carboxylic acid